methyl 2-(3-chloro-4-methyl-6,7-dihydro-5H-pyrido[2,3-c]pyridazin-8-yl)-5-[3-[2-fluoro-4-[3-methyl-3-(methylamino)but-1-ynyl]phenoxy]propyl]thiazole-4-carboxylate ClC1=C(C2=C(N=N1)N(CCC2)C=2SC(=C(N2)C(=O)OC)CCCOC2=C(C=C(C=C2)C#CC(C)(NC)C)F)C